FC1=C(C=CC(=C1)OC)C1=NOC(=C1)NC1=NC(=NC=C1)N1C(COCC1)C 3-(2-fluoro-4-methoxyphenyl)-N-(2-(3-methylmorpholino)pyrimidin-4-yl)isoxazol-5-amine